ClC=1C=CC(=NC1C=1N=NN(N1)CC1=C(C=CC(=C1)OC(F)(F)F)F)C(CS(=O)(=O)N)(C)O 2-(5-chloro-6-(2-(2-fluoro-5-(trifluoromethoxy)benzyl)-2H-tetrazol-5-yl)pyridin-2-yl)-2-hydroxypropane-1-sulfonamide